NC1=C(C=C(C2=CC=CC=C12)S(=O)(=O)O)N=NC=1C=NC(=CC1)C1=CC=C(C=C1)Cl 4-amino-3-[6-(4-chlorophenyl)pyridin-3-ylazo]naphthalene-1-sulfonic acid